2-(4-(5-Cyanopyridin-2-yl)piperazin-1-yl)-2-oxoethylcarbamic acid tert-butyl ester C(C)(C)(C)OC(NCC(=O)N1CCN(CC1)C1=NC=C(C=C1)C#N)=O